2,2-dimethyl-3-hydroxypropionamide CC(C(=O)N)(CO)C